CC=1C=C(COC2=CC=C(C=C2)NC2=NC=NC3=CC=C4C(=C23)OCCN4)C=CC1 N-(4-(3-methylbenzyloxy)phenyl)-3,4-dihydro-2H-[1,4]oxazino[2,3-f]quinazolin-10-amine